6-chloro-3-(4-mercaptophenyl)-2,8-dimethylquinazolin-4(3H)-one ClC=1C=C2C(N(C(=NC2=C(C1)C)C)C1=CC=C(C=C1)S)=O